C(=O)(OCC1C2=CC=CC=C2C2=CC=CC=C12)N[C@@H](CC1=CC=C(C=C1)CP(=O)(O)O)C(=O)O Fmoc-4-(phosphonomethyl)-phenylalanine